C(=O)C1(CCOCC1)CC(=O)OCC Ethyl 2-(4-formyltetrahydro-2H-pyran-4-yl)acetate